racemic-cis-5-((1-(tert-butyl)-3-(3-((tert-butyldiphenylsilyl)oxy)cyclopentyl)-4-methyl-1H-pyrazol-5-yl)amino)-2,3-dihydrobenzo[b]thiophene 1,1-dioxide C(C)(C)(C)N1N=C(C(=C1NC1=CC2=C(S(CC2)(=O)=O)C=C1)C)[C@@H]1C[C@@H](CC1)O[Si](C1=CC=CC=C1)(C1=CC=CC=C1)C(C)(C)C |r|